ClC1=CC(=C(C=O)C(=C1)C)OC 4-chloro-2-methoxy-6-methyl-benzaldehyde